1-[2-hydroxy-4-(trifluoromethoxy)phenyl]cyclopropane-1-carboxylic acid OC1=C(C=CC(=C1)OC(F)(F)F)C1(CC1)C(=O)O